CN([C@@H]1[C@H](CCCC1)N)C (1S,2S)-N2,N2-dimethylcyclohexane-1,2-diamine